NC1=NC=2C=CC(=CC2C2=C1C=NN2C)C(=O)N(N(C(=O)C2(CC2)C)C)CC2=NC=C(C=C2)C(F)(F)F 4-amino-N',1-dimethyl-N'-(1-methylcyclopropanecarbonyl)-N-[[5-(trifluoromethyl)-2-pyridyl]methyl]pyrazolo[4,3-c]quinoline-8-carbohydrazide